C(C)(C)(C)OC(=O)N1C[C@@H]([C@H](C1)C=1SC=CN1)C(NC1=C2C=CN=CC2=CC=C1)=O (3R,4R)-4-(1,3-thiazol-2-yl)-3-(isoquinolin-5-ylcarbamoyl)pyrrolidine-1-carboxylic acid tert-butyl ester